FC1(CCC(CC1)COC=1C=2N(C(=CC1)NC(C=C)=O)N=CC2)F N-(4-((4,4-difluorocyclohexyl)methoxy)pyrazolo[1,5-a]pyridin-7-yl)acrylamide